COC1=C(C#N)C(=CC(=N1)C1=CC=CC=C1)C1=CC=C(C=C1)C 2-Methoxy-6-phenyl-4-p-tolyl-nicotinonitrile